diethyl 3-fluoro-4-methyl-5,7-dihydrocyclopenta[b]pyridine-6,6-dicarboxylate FC=1C(=C2C(=NC1)CC(C2)(C(=O)OCC)C(=O)OCC)C